3-amino-5,5-difluoro-1-methyl-4,5-dihydro-1H-benzo[b]azepin-2(3H)-one NC1CC(C2=C(N(C1=O)C)C=CC=C2)(F)F